C(C)(=O)C(C(=O)OCCCCCC)C(O)(C(=O)OCCCC)CC(=O)OCCCCCC di(hexyl) (n-butyl) acetylcitrate